N-(2-{imidazo[1,2-a]pyridin-3-yl}propan-2-yl)-1-[5-methoxy-2-(piperazin-1-yl)pyrimidin-4-yl]azetidine-3-carboxamide N=1C=C(N2C1C=CC=C2)C(C)(C)NC(=O)C2CN(C2)C2=NC(=NC=C2OC)N2CCNCC2